zinc stearate (distearate) C(CCCCCCCCCCCCCCCCC)(=O)[O-].C(CCCCCCCCCCCCCCCCC)(=O)[O-].C(CCCCCCCCCCCCCCCCC)(=O)O.[Zn+2]